The molecule is a carbohydrate acid derivative anion that is the conjugate base of 2-O-[alpha-D-glucosyl-(1->6)-alpha-D-glucosyl]-D-glyceric acid arising from deprotonation of the carboxy group; major species at pH 7.3. It is a hydroxy monocarboxylic acid anion and a carbohydrate acid derivative anion. It is a conjugate base of a 2-O-[alpha-D-glucosyl-(1->6)-alpha-D-glucosyl]-D-glyceric acid. C([C@@H]1[C@H]([C@@H]([C@H]([C@H](O1)OC[C@@H]2[C@H]([C@@H]([C@H]([C@H](O2)O[C@H](CO)C(=O)[O-])O)O)O)O)O)O)O